(S)-4-(2,4,5-trifluorophenyl)-3-hydroxybutyric acid methyl ester COC(C[C@H](CC1=C(C=C(C(=C1)F)F)F)O)=O